N-((S)-(4-chloro-2,5-difluorophenyl)(3-fluorooxetan-3-yl)methyl)-2-methylpropan-2-sulfinamide ClC1=CC(=C(C=C1F)[C@H](NS(=O)C(C)(C)C)C1(COC1)F)F